2-[[3-(4-benzyloxycarbonylpiperazin-1-yl)sulfonyl-6-bromo-4-quinolyl]amino]-6-methoxy-benzoic acid C(C1=CC=CC=C1)OC(=O)N1CCN(CC1)S(=O)(=O)C=1C=NC2=CC=C(C=C2C1NC1=C(C(=O)O)C(=CC=C1)OC)Br